6,7-dihydroisoxazolo[4,3-c]pyridin N=1OC=C2C=NCCC21